6-fluoro-7-methoxy-N-[(4-methylsulfanylphenyl)methyl]-3-nitro-quinolin-4-amine FC=1C=C2C(=C(C=NC2=CC1OC)[N+](=O)[O-])NCC1=CC=C(C=C1)SC